C[Si](O[Si](O[Si](C)(C)C)(CCCCC)C)(C)C 1,1,1,3,5,5,5-heptamethyl-3-pentyltrisiloxane